N-Benzyl-1-(2-ethoxyphenyl)methanamine C(C1=CC=CC=C1)NCC1=C(C=CC=C1)OCC